C(N)(=O)C=1C=C2OC[C@@H](N3C(=NC(C1)=C32)NC(=O)C3=CC(=NN3CC)C)CCCNC(OCC3=CC=CC=C3)=O (S)-benzyl (3-(7-carbamoyl-2-(1-ethyl-3-methyl-1H-pyrazole-5-carboxamido)-3,4-dihydro-5-oxa-1,2a-diazaacenaphthylen-3-yl)propyl)carbamate